(s)-2-((tert-butoxycarbonyl)amino)-3-ethoxy-3-oxopropyl-4-(4-cyano-2-methoxyphenyl)-2,8-dimethyl-5-oxo-1,4,5,6-tetrahydro-1,6-naphthyridine-3-carboxylate C(C)(C)(C)OC(=O)N[C@@H](COC(=O)C1=C(NC=2C(=CNC(C2C1C1=C(C=C(C=C1)C#N)OC)=O)C)C)C(=O)OCC